1-chloro-4-(iodomethyl)benzene ClC1=CC=C(C=C1)CI